2-((3aR,5r,6aS)-5-(2-fluorobenzyl)-5-hydroxyhexahydrocyclopenta[c]pyrrol-2(1H)-yl)-1-(4-hydroxyphenyl)ethanone FC1=C(CC2(C[C@@H]3[C@@H](CN(C3)CC(=O)C3=CC=C(C=C3)O)C2)O)C=CC=C1